C[C@H]1N([C@@H](CC1)C)C(=O)N[C@H](C(=O)OC)CCCCCCCC1=NC=2NCCCC2C=C1 methyl (S)-2-((2R,5R)-2,5-dimethylpyrrolidine-1-carboxamido)-9-(5,6,7,8-tetrahydro-1,8-naphthyridin-2-yl)nonanoate